FC=1C(=NC2=C(C(=CC=C2C1OC)C(=O)C(C#N)C#N)F)C1=C(C=CC=C1)F 2-(3,8-difluoro-2-(2-fluorophenyl)-4-methoxyquinoline-7-carbonyl)malononitrile